tert-Butyl 4-(3-aminopropyl)-2-benzyl-2-methyl-pyrrolidine-1-carboxylate NCCCC1CC(N(C1)C(=O)OC(C)(C)C)(C)CC1=CC=CC=C1